ClC=1C=CC(=C(C(=O)OC(C)(C)C)C1)N[C@H](C)C=1C=C(C=C2C(N(C(=NC12)C1=NC=C(C=C1)F)C[2H])=O)F tert-butyl (R)-5-chloro-2-((1-(6-fluoro-2-(5-fluoropyridin-2-yl)-3-deuteromethyl-4-oxo-3,4-dihydroquinazolin-8-yl)ethyl)amino)benzoate